5-amino-8-(1H-pyrazol-5-yl)imidazo[1,2-c]quinazoline-2-carboxylic acid ethyl ester C(C)OC(=O)C=1N=C2N(C(=NC=3C=C(C=CC23)C2=CC=NN2)N)C1